CN1N=C(C=C1NC=1N=CC2=C(N1)N1C(C(=C2)C=2C=C(C=CC2C)NC(=O)C2=NC=CC(=C2)C(F)(F)F)=NCC1)C N-(3-(2-((1,3-dimethyl-1H-pyrazol-5-yl)amino)-8,9-dihydroimidazo[1',2':1,6]pyrido[2,3-d]pyrimidin-6-yl)-4-methylphenyl)-4-(trifluoromethyl)pyridineamide